BrC1=C2C=CC=C3OC(C(=C32)C=C1)=O 5-bromo-2H-naphthaleno[1,8-bc]furan-2-one